BrC1=NC=C(C(=C1)N1C(C=C(C=C1C)O)=O)Cl 2'-bromo-5'-chloro-4-hydroxy-6-methyl-2H-[1,4'-bipyridin]-2-one